N-((3aR,5s,6aS)-2-(5-(3-cyano-6-ethoxypyrazolo[1,5-a]pyridin-4-yl)pyridin-2-yl)-5-methyloctahydrocyclopenta[c]pyrrol-5-yl)-3-methylbutanamide C(#N)C=1C=NN2C1C(=CC(=C2)OCC)C=2C=CC(=NC2)N2C[C@@H]1[C@H](C2)CC(C1)(C)NC(CC(C)C)=O